FC(OC=1C=C(/C=C/C(=O)O)C=CC1)(F)F trans-3-trifluoromethoxycinnamic acid